didodecylsulfonic acid C(CCCCCCCCCCC)OS(=O)(=O)CCCCCCCCCCCC